9E-Octadecenoic acid CCCCCCCC/C=C/CCCCCCCC(=O)O